N-(ACETOACETYL)GLYCINE C(CC(=O)C)(=O)NCC(=O)O